C(C)OC(CC(=O)C1=C(C=C(C(=C1)F)N1[C@H](CCC1)COC1=NC=CC=C1C)F)=O.COC1=CC(=NC=C1)C1=NC=CC(=C1)OC 4,4'-dimethoxybipyridine ethyl-3-[2,5-difluoro-4-[(2R)-2-[[(3-methylpyridin-2-yl)oxy]methyl]pyrrolidin-1-yl]phenyl]-3-oxopropanoate